(R)-2,2'-[(4-{[3-(Benzyloxy)-3-oxopropyl]amino}-3-[(carboxymethyl)(carboxyoxy)amino]-4-oxobutyl)azanediyl]diacetic acid C(C1=CC=CC=C1)OC(CCNC([C@@H](CCN(CC(=O)O)CC(=O)O)N(OC(=O)O)CC(=O)O)=O)=O